(4-((3R)-N-((1-acetylpyrrolidin-3-yl)methyl)-1-(2-(dimethylamino)-2-oxoethyl)pyrrolidine-3-carboxamido)phenyl)arsonous acid C(C)(=O)N1CC(CC1)CN(C(=O)[C@H]1CN(CC1)CC(=O)N(C)C)C1=CC=C(C=C1)[As](O)O